1-(benzo[d][1,3]dioxol-5-yl)-N-(5-((S)-(2-chlorophenyl)((R)-3-hydroxypyrrolidin-1-yl)methyl)thiazol-2-yl)cyclopropanecarboxamide lithium [Li].O1COC2=C1C=CC(=C2)C2(CC2)C(=O)NC=2SC(=CN2)[C@@H](N2C[C@@H](CC2)O)C2=C(C=CC=C2)Cl